Cl.[C@@H]12N(C[C@@H](NC1)CC2)C2=CC=CC(=N2)S(=O)(=O)NC2=NC(=C(C=C2)C(F)(F)F)C2=C(C=CC(=C2)F)C 6-((1S,4S)-2,5-diazabicyclo[2.2.2]Octane-2-yl)-N-(6-(5-fluoro-2-methylphenyl)-5-(trifluoromethyl)pyridin-2-yl)pyridine-2-sulfonamide hydrochloride